2,6-Dichlorotoluene ClC1=C(C)C(=CC=C1)Cl